C(C1=CC=CC=C1)OC=1C(=NC=CC1)C=1C=C(SC1CO)C(=O)NC1=CC(=CC(=C1)NS(=O)(=O)C)Cl 4-(3-(benzyloxy)pyridin-2-yl)-N-(3-chloro-5-(methylsulfonamido)phenyl)-5-(hydroxymethyl)thiophene-2-carboxamide